8-methyl-N-(2-phenylethyl)-2-(pyridin-2-ylmethyl)-4,5-dihydro-2H-furo[2,3-g]indazole-7-carboxamide CC1=C(OC=2CCC3=CN(N=C3C21)CC2=NC=CC=C2)C(=O)NCCC2=CC=CC=C2